1,3,5-tris[[3,5-bis(1,1-dimethylethyl)-4-hydroxyphenyl]methyl]-1,3,5-triazine-2,4,6(1h,3h,5h)-trione CC(C)(C)C=1C=C(C=C(C1O)C(C)(C)C)CN1C(N(C(N(C1=O)CC1=CC(=C(C(=C1)C(C)(C)C)O)C(C)(C)C)=O)CC1=CC(=C(C(=C1)C(C)(C)C)O)C(C)(C)C)=O